N1=C(C=CC=C1)C=1N=C(SC1)NC1=CC=C(C=N1)N1CCN(CC1)C(=O)C1(CC1)C(F)(F)F (4-(6-((4-(pyridin-2-yl)thiazol-2-yl)amino)pyridin-3-yl)piperazin-1-yl)(1-(trifluoromethyl)cyclopropyl)methanone